BrC=1C(=NC=C(C1NC)[N+](=O)[O-])OC 3-bromo-2-methoxy-N-methyl-5-nitropyridin-4-amine